ClC1=C(C(=CC=C1)F)NC(=O)C1=CC(=C(C=C1O[C@H](C(F)(F)F)C)C=1N(C(=C(N1)CC)C(=O)OC)C)F (S)-methyl 2-(4-((2-chloro-6-fluorophenyl)carbamoyl)-2-fluoro-5-((1,1,1-trifluoropropan-2-yl)oxy)phenyl)-4-ethyl-1-methyl-1H-imidazole-5-carboxylate